NC1=C(C=C(CNC(OC(C)(C)C)=O)C=C1)OCCC(C)C tert-butyl (4-amino-3-(isopentyloxy)benzyl)carbamate